C(N)(O[C@@]1(C(CCC2=CC(=C(C=C12)F)C1=CC(=CC=C1)OCC)(C)C)[C@@H]1CN2CCC1CC2)=O (S)-quinuclidin-3-yl((R)-6-(3-ethoxyphenyl)-7-fluoro-2,2-dimethyl-1,2,3,4-tetrahydronaphthalen-1-yl) carbamate